tert-butyl (E)-2-methyl-2-(2-sulfamoylvinyl)azetidine-1-carboxylate CC1(N(CC1)C(=O)OC(C)(C)C)\C=C\S(N)(=O)=O